C1(CC1)C1=NC(=C(C#N)C=C1)NC1=C(C=CC=C1F)F 6-cyclopropyl-2-((2,6-difluorophenyl)amino)nicotinonitrile